(3S)-ethyl 3-(2-(5-(2-(azetidin-1-yl)ethyl)-2-oxo-4-(trifluoromethyl)pyridin-1(2H)-yl)-4-methylpentanamido)-3-(4-fluoro-2',6'-dimethyl-5-(trifluoromethyl)biphenyl-3-yl)propanoate N1(CCC1)CCC=1C(=CC(N(C1)C(C(=O)N[C@@H](CC(=O)OCC)C=1C=C(C=C(C1F)C(F)(F)F)C1=C(C=CC=C1C)C)CC(C)C)=O)C(F)(F)F